C(C)C=1OC2=C(C1C(=O)C1=CC(=C(C(=C1)I)[O-])I)C=CC=C2 4-[(2-ethyl-1-benzofuran-3-yl)carbonyl]-2,6-diiodophenolate